CC(=C)C(C(CC(C)C)=O)(C)C 2,3,3,6-tetramethylhept-1-en-4-one